CN1C(=CC2=CC=C(C=C12)C)CO (1,6-dimethyl-1H-indol-2-yl)methanol